FC=1C=C(C#N)C=C(C1)[C@H]1N(OCC1)C(=O)[C@@H]1CC[C@H](CC1)CO trans-3-fluoro-5-[(3S)-2-[4-(hydroxymethyl)cyclohexanecarbonyl]isoxazolidin-3-yl]benzonitrile